C(C=C)(=O)OCC1C(OC1(F)F)(F)F 3-(acryloxymethyl)-2,2,4,4-tetrafluorooxetane